C(C)C1=CNC2=NC=C(C=C21)C=2C=CC(=C(C2)P(C)(C)=O)C=2OC=CN2 (5-(3-Ethyl-1H-pyrrolo[2,3-b]pyridin-5-yl)-2-(oxazol-2-yl)phenyl)dimethylphosphine oxide